1-(6-(2-((2,5-Bis(trifluoromethyl)pyrazolo[1,5-a]pyrimidin-7-yl)amino)-1-(4-fluorophenyl)ethyl)-2,6-diazaspiro[3.3]heptane-2-carbonyl)cyclopropane-1-carbonitrile FC(C1=NN2C(N=C(C=C2NCC(C2=CC=C(C=C2)F)N2CC3(CN(C3)C(=O)C3(CC3)C#N)C2)C(F)(F)F)=C1)(F)F